6-fluoro-4-[3-fluoro-5-iodo-N-(2,2,2-trifluoroethyl)anilino]-1H-quinazolin-2-one FC=1C=C2C(=NC(NC2=CC1)=O)N(C1=CC(=CC(=C1)I)F)CC(F)(F)F